CS(=O)(=O)C1=CC=C(C=C1)NCC#CC=1N(C2=CC=CC(=C2C1)NC1CCN(CC1)CC#N)CC(F)(F)F 2-{4-[(2-{3-[(4-methanesulfonyl-phenyl)amino]prop-1-yn-1-yl}-1-(2,2,2-trifluoroethyl)-1H-indol-4-yl)amino]piperidin-1-yl}acetonitrile